C(CCCCCCCCCCCOC1=C(C=CC=C1)\C(=C/NC(C1=CC=C(C=C1)[N+](=O)[O-])=O)\C(=O)N1CCCCC1)OC1=C(C=CC=C1)\C(=C/NC(C1=CC=C(C=C1)[N+](=O)[O-])=O)\C(N1CCCCC1)=O N,N'-((1E,1'E)-((Dodecane-1,12-diylbis(oxy))bis(2,1-phenylene))bis(3-oxo-3-(piperidin-1-yl)prop-1-ene-2,1-diyl))bis(4-nitrobenzamide)